tert-butyl (4-((3-chloro-1-((2-(dimethylsilyl)ethoxy)methyl)-1H-pyrrolo[2,3-b]pyridin-4-yl)oxy)-2-methylphenyl)carbamate ClC1=CN(C2=NC=CC(=C21)OC2=CC(=C(C=C2)NC(OC(C)(C)C)=O)C)COCC[SiH](C)C